BrC1=C2C=C(C(N(C2=CC(=C1)O)C)=O)C 5-bromo-7-hydroxy-1,3-dimethyl-quinolin-2-one